benzyl (2S)-4-(7-(2-((tert-butoxycarbonyl)amino)-7-fluorobenzo[d]thiazol-4-yl)-6-chloro-3-cyano-8-fluoroquinolin-4-yl)-2-(cyanomethyl)piperazine-1-carboxylate C(C)(C)(C)OC(=O)NC=1SC2=C(N1)C(=CC=C2F)C2=C(C=C1C(=C(C=NC1=C2F)C#N)N2C[C@@H](N(CC2)C(=O)OCC2=CC=CC=C2)CC#N)Cl